CC1=NC=C(C=N1)NC(O[C@H](C)[C@H](C)OC1=CC2=C(N=C(S2)C2=C3N=CC(=NC3=CC(=C2)C)OC)C(=C1F)Cl)=O (2R,3S)-3-((4-chloro-5-fluoro-2-(2-methoxy-7-methylquinoxalin-5-yl)benzo[d]thiazol-6-yl)oxy)butan-2-yl (2-methylpyrimidin-5-yl)carbamate